C1(=CC(=CC=C1)N1C=NC2=C1C=CC=C2C#N)C 1-(m-tolyl)-1H-benzo[d]imidazole-4-carbonitrile